8-acetyl-2-(1-fluorocyclobutyl)-3,6-dimethylquinazolin-4(3H)-one C(C)(=O)C=1C=C(C=C2C(N(C(=NC12)C1(CCC1)F)C)=O)C